BrC=1C=C2C(=C(NC(C2=C(C1)F)=O)C)F 6-bromo-4,8-difluoro-3-methylisoquinolin-1(2H)-one